2,2-Dimethyl-7-(1-methyl-1H-imidazol-2-yl)-N-phenethyl-3,4-dihydroquinoline-1(2H)-carboxamide CC1(N(C2=CC(=CC=C2CC1)C=1N(C=CN1)C)C(=O)NCCC1=CC=CC=C1)C